2-((4-(7-(((2S,5R)-5-(ethylsulfonamido)tetrahydro-2H-pyran-2-yl)methyl)-2,7-diazaspiro[3.5]nonan-2-yl)pyrimidin-5-yl)oxy)-5-fluoro-N-isopropylbenzamide C(C)S(=O)(=O)N[C@@H]1CC[C@H](OC1)CN1CCC2(CN(C2)C2=NC=NC=C2OC2=C(C(=O)NC(C)C)C=C(C=C2)F)CC1